8-(2-ethylbutyl)-9-(4-((1-(3-fluoropropyl)azetidin-3-yl)methyl)phenyl)-6,7-dihydro-5H-benzo[7]annulene-3-carboxylic acid C(C)C(CC=1CCCC2=C(C1C1=CC=C(C=C1)CC1CN(C1)CCCF)C=CC(=C2)C(=O)O)CC